CCCCNCCC[Si](OC)(OC)OC N-[3-(trimethoxysilyl)propyl]butan-1-amine